ClC=1C=C(C=CC1F)[C@@H](CO)NC(=O)C1=CN(C=C1)C1=NC(=NC=C1C)NC1=CC2=C(OC(O2)(F)F)C=C1 (S)-N-(1-(3-chloro-4-fluorophenyl)-2-hydroxyethyl)-1-(2-((2,2-difluorobenzo[d][1,3]dioxol-5-yl)amino)-5-methylpyrimidin-4-yl)-1H-pyrrole-3-carboxamide